tert-butyl N-[2-[2-[2-[2-(2-hydroxyethoxy)ethoxy]ethoxy]ethoxy]ethyl]-N-methyl-carbamate OCCOCCOCCOCCOCCN(C(OC(C)(C)C)=O)C